5-fluoro-6-isopropoxy-2-(2-(methoxymethyl)-7-methylquinoxalin-5-yl)benzo[d]Thiazole FC=1C(=CC2=C(N=C(S2)C2=C3N=CC(=NC3=CC(=C2)C)COC)C1)OC(C)C